OC(CS(=O)(=O)[O-])C.[Sn+4].OC(CS(=O)(=O)[O-])C.OC(CS(=O)(=O)[O-])C.OC(CS(=O)(=O)[O-])C tin 2-hydroxypropanesulfonate